N-methoxy-N-methylazetidin-3-amine trifluoroacetate salt FC(C(=O)O)(F)F.CON(C1CNC1)C